(6S)-6-methyl-N-(3,4,5-trifluorophenyl)-3-(3,3,6-trioxo-4,7,8,8a-tetrahydro-1H-pyrrolo[2,1-d][1,2,5]thiadiazin-2-yl)-6,7-dihydro-4H-pyrazolo[1,5-a]pyrazine-5-carboxamide C[C@@H]1N(CC=2N(C1)N=CC2N2S(CN1C(C2)CCC1=O)(=O)=O)C(=O)NC1=CC(=C(C(=C1)F)F)F